C(C1=CC=CC=C1)OC1=C(C(=C2C=CC(=CC2=C1)NC(CC1(CCN(CC1)C1=CC=C2C(=NN(C2=C1)C)C1C(NC(CC1)=O)=O)O)=O)F)N1S(NC(C1)=O)(=O)=O N-[7-benzyloxy-5-fluoro-6-(1,1,4-trioxo-1,2,5-thiadiazolidin-2-yl)-2-naphthyl]-2-[1-[3-(2,6-dioxo-3-piperidyl)-1-methyl-indazol-6-yl]-4-hydroxy-4-piperidyl]acetamide